NC=1CC(=CC2=C(N1)C=C(S2)C(=O)NC2=CC=CC=C2)C(=O)N(CCC)CCC 5-amino-N2-phenyl-N7,N7-dipropyl-6H-thieno[3,2-b]azepin-2,7-dicarboxamide